Ethyl 2-(2,6-difluoro-4-((5-oxo-4-(4-(trifluoromethoxy)phenyl)-4,5-dihydro-1H-1,2,4-triazol-1-yl)meth-yl)phenoxy)-2-methylpropionate FC1=C(OC(C(=O)OCC)(C)C)C(=CC(=C1)CN1N=CN(C1=O)C1=CC=C(C=C1)OC(F)(F)F)F